4-cyclopropyl-2-azabicyclo[2.1.1]hexane-1-carboxylic acid hydrochloride Cl.C1(CC1)C12CNC(C1)(C2)C(=O)O